O1C(=NCC1)C1=C(C(=C(C=C1CCCCC)O)CC=C(CCC=C(C)C)C)O 4-(4,5-dihydrooxazol-2-yl)-2-(3,7-dimethylocta-2,6-dien-1-yl)-5-pentylbenzene-1,3-diol